[Si](OOCCCCC)(OOCCCCC)(OOCCCCC)OOCCCCC tetrapentoxy orthosilicate